CN(C(NC(CNC(C(F)(F)F)=O)C1=CC=CC=C1)=O)C(C(=O)[O-])CC1=CC=CC=C1 {methyl[1-phenyl-2-(2,2,2-trifluoroacetamido)ethyl carbamoyl]amino}-3-phenylpropionate